NC=1N2C(C=3N(C(N(C3N1)CCCC1=CC=C(C=C1)OC)=O)C)=NC(=N2)C=2OC=CC2 5-Amino-8-furan-2-yl-3-[3-(4-methoxy-phenyl)-propyl]-1-methyl-1,3-dihydro[1,2,4]triazolo[5,1-i]purin-2-one